3-(1-methyl-1H-indazol-6-yl)-6-(6-methylpyridin-3-yl)-1,4-dihydrothieno[2',3':4,5]cyclopenta[1,2-c]pyrazole CN1N=CC2=CC=C(C=C12)C=1C2=C(NN1)C1=C(C2)SC(=C1)C=1C=NC(=CC1)C